ClC1=C(CCC2=NNC(=C2)NC2=C(C=CC=C2)[N+](=O)[O-])C(=C(C=C1OC)OC)Cl 3-(2,6-dichloro-3,5-dimethoxyphenethyl)-N-(2-nitrophenyl)-1H-pyrazol-5-amine